methylene-bis-benztriazolyl-tetramethylbutylphenol C=C(C(C1=C(C(=C(C(=C1C)C)C)C)O)(C1=CC=CC=2NN=NC21)C2=CC=CC=1NN=NC12)CC